[Si](C)(C)(C(C)(C)C)OC1=CC=C(C=C1)NC([C@H](CCCNC(=O)N)NC(OCC1C2=CC=CC=C2C=2C=CC=CC12)=O)=O (9H-fluoren-9-yl)methyl (S)-(1-((4-((tert-butyldimethylsilyl)oxy)phenyl)amino)-1-oxo-5-ureidopentan-2-yl)carbamate